NC1=NC=NN2C1=C(N=C2C2(CCC(CC2)(C(=O)OC)C)C)C2=CC=C(C=C2)CNC(C2=C(C=CC(=C2)F)OC)=O methyl (1s,4s)-4-(4-amino-5-(4-((5-fluoro-2-methoxybenzamido)methyl)phenyl)imidazo[5,1-f][1,2,4]triazin-7-yl)-1,4-dimethylcyclohexane-1-carboxylate